4-((S or R)-1-((S)-phenyl((S)-1,2,3,4-tetrahydropyrido[2,3-b]pyrazin-3-yl)methoxy)propan-2-yl)benzonitrile C1(=CC=CC=C1)[C@H](OC[C@@H](C)C1=CC=C(C#N)C=C1)[C@@H]1CNC2=C(N1)N=CC=C2 |o1:9|